(3S,6R)-6-[5-(5-chloropyridin-2-yl)-1,3,4-oxadiazol-2-yl]piperidin ClC=1C=CC(=NC1)C1=NN=C(O1)[C@H]1CCCCN1